p-vinylbenzene sodium [Na].C(=C)C1=CC=CC=C1